CC(C)(CCCC(C)C)OC(\C=C\C1=CC=C(C=C1)OC)=O 2,6-Dimethylheptan-2-yl-(E)-3-(4-methoxyphenyl)acrylat